vanadium-titanium carbon iron [Fe].[C].[Ti].[V]